(2R,3R)-2-Methyl-3-(3-Methoxyphenyl)pentanal C[C@@H](C=O)[C@@H](CC)C1=CC(=CC=C1)OC